ClC=1C=C(C=C(C1)C(F)(F)F)C1(CC(=NO1)C1=CC=C(C2=CC=CC=C12)C(=O)NCC(NCC(F)(F)F)=O)C(F)(F)F 4-{5-[3-chloro-5-(trifluoromethyl)phenyl]-5-(trifluoromethyl)-4,5-dihydro-1,2-oxazol-3-yl}-N-{2-oxo-2-[(2,2,2-trifluoroethyl)amino]ethyl}-1-naphthamide